CN1C(C2=C(C(=C1)C1=C(C=CC=C1)OC1=CC=C(C=C1)OCC1CCNCC1)C=CN2)=O 6-methyl-4-[2-[4-(4-piperidylmethoxy)phenoxy]phenyl]-1H-pyrrolo[2,3-c]pyridin-7-one